diacetyl-ethylenediamine C(C)(=O)NCCNC(C)=O